N-(6-(3,3-Difluoroazetidin-1-yl)-4-methylpyridin-2-yl)-4-(oxetane-3-sulfonamido)-2-(6-azaspiro[2.5]octan-6-yl)benzamide FC1(CN(C1)C1=CC(=CC(=N1)NC(C1=C(C=C(C=C1)NS(=O)(=O)C1COC1)N1CCC2(CC2)CC1)=O)C)F